C(C)(C)(C)OC(=O)NN1C=C(C(C=C1)=O)C(=O)OCC ethyl 1-((tert-butoxycarbonyl) amino)-4-oxo-1,4-dihydropyridine-3-carboxylate